4-piperidine C1CNCCC1C2=NC(=NO2)C3=CC(=CC=C3)C(F)(F)F